C1=C(C=CC2=CC=CC=C12)OCOCCC(C(=O)O)=C 2-((naphthalene-2-yloxy)methoxy)ethylacrylic acid